C12C(CCC(CC1)N2C(=O)OC(C)(C)C)C(=O)[O-] 8-(1,1-dimethylethyl) 8-azabicyclo[3.2.1]octane-2,8-dicarboxylate